O1COC2=C1C=CC(=C2)CNC(=O)NC=2C=NC1=CC=CC=C1C2 1-(1,3-benzodioxol-5-ylmethyl)-3-quinolin-3-ylurea